6-chloro-1-methyl-4-{4-[(4-methylphenyl)methyl]piperazin-1-yl}-2-oxo-1,2-dihydro-1,5-naphthyridine ClC=1N=C2C(=CC(N(C2=CC1)C)=O)N1CCN(CC1)CC1=CC=C(C=C1)C